OC[C@@H]1N(C[C@@H]([C@H]([C@@H]1O)O)O)CCC1=C(C=CC=C1)C (2S,3R,4R,5S)-2-(hydroxymethyl)-1-(2-methylphenethyl)piperidine-3,4,5-triol